tert-butyl 3-(5-phenylpyridin-3-yl)azetidine-1-carboxylate C1(=CC=CC=C1)C=1C=C(C=NC1)C1CN(C1)C(=O)OC(C)(C)C